NC(C(=O)O)(C)N di-aminopropionoic acid